SCCCCCCCS 1,3-bis(mercaptoethyl)propane